1-{6-[(3S)-3-ethylmorpholin-4-yl]-2-{2-methyl-1H-pyrrolo[3,2-b]pyridin-5-yl}pyrimidin-4-yl}-N-methylmethanesulfonamide C(C)[C@@H]1N(CCOC1)C1=CC(=NC(=N1)C1=CC=C2C(=N1)C=C(N2)C)CS(=O)(=O)NC